ClC=1C=C(C=CC1Cl)[C@@H](CN(C)C)NS(=O)(=O)C1=CC(=C(C=C1)C(F)(F)F)[N+](=O)[O-] (S)-N-(1-(3,4-dichlorophenyl)-2-(dimethylamino)ethyl)-3-nitro-4-(trifluoromethyl)benzenesulfonamide